CN(CCNC(C1=CC(=CC=C1)B1OC(C(O1)(C)C)(C)C)=O)C N-[2-(dimethylamino)ethyl]-3-(4,4,5,5-tetramethyl-1,3,2-dioxaborolan-2-yl)benzamide